4-((4-oxo-3,4-dihydroquinazolin-2-yl)methyl)-N-(4-trifluoromethylphenyl)piperazine-1-carboxamide O=C1NC(=NC2=CC=CC=C12)CN1CCN(CC1)C(=O)NC1=CC=C(C=C1)C(F)(F)F